N1N=NC2=NC(=CC=C21)C=2C=C(C(=O)NC1=CC=C(C=C1)S(NCCC1=CC=CC=C1)(=O)=O)C=CC2 3-(1H-[1,2,3]triazolo[4,5-b]pyridin-5-yl)-N-(4-(N-phenethylsulfamoyl)phenyl)benzamide